C1(=CC=CC=C1)C1=C(C(=NN=N1)C1=C(C2=C(SC3=C2C=CC=C3)C=C1)C1=CC=CC=C1)C1=NC=CC=C1C1=CC=CC=C1 Phenyl(phenylpyridinyl)triazinyl(phenyldibenzothiophene)